ClC1=NC=C(C(=N1)C(=O)NCC#N)F 2-Chloro-N-(cyanomethyl)-5-fluoropyrimidine-4-carboxamide